COC1=C(OCC)C=CC=C1 2-(2-methoxyphenoxy)-ethane